diisopropylaluminum (ethylacetoacetate) C(C)CC(CC(=O)[O-])=O.C(C)(C)[Al+]C(C)C